ethyl-4-hydroxymethyl-3(2H)-furanone CCC1C(=O)C(=CO1)CO